BrC1=CC(=C(C=C1)C=1N=CC(=NC1)NC(C1=C(C=CC=C1C)F)=O)Cl N-(5-(4-bromo-2-chlorophenyl)pyrazin-2-yl)-2-fluoro-6-methylbenzamide